C1(CC1)C1=CC=C2C(=N1)NC=C2C2=CC=1N(C=C2)N=CC1C(=O)N1CCOCC1 (5-(6-cyclopropyl-1H-pyrrolo[2,3-b]pyridin-3-yl)pyrazolo[1,5-a]pyridin-3-yl)(morpholino)methanone